(2S,4aR,6'R,8aR)-6'-(dec-9-en-1-yl)-4-(hydroxymethyl)-7-methyl-3',4a,4',5',6',8a-hexahydrospiro[chromene-2,2'-pyran]-6(5H)-one C(CCCCCCCC=C)[C@@H]1CCC[C@]2(O1)O[C@@H]1C=C(C(C[C@@H]1C(=C2)CO)=O)C